cyclopropan-3-one C1CC1=O